COC(=O)C=O.C1=CC=CC=C1 benzene Methyl-formylformate